C(CCCCC)C=1C=C(COC(CCCCCCCCCCCCCCC)=O)C=C(C1)CCCCCC hexadecanoic acid 3,5-dihexylbenzyl ester